(4-((tetrahydro-2H-pyran-4-yl)methoxy)phenyl)methanamine O1CCC(CC1)COC1=CC=C(C=C1)CN